{4-amino-6-[(4-phenoxyphenyl)amino]-1,3,5-triazin-2-yl}methanol NC1=NC(=NC(=N1)NC1=CC=C(C=C1)OC1=CC=CC=C1)CO